stearyl-2,2'-methylenebis-(4-methyl-6-butylphenol) C(CCCCCCCCCCCCCCCCC)C(C1=C(C(=CC(=C1)C)CCCC)O)C1=C(C(=CC(=C1)C)CCCC)O